(2R,3R,4S,5S)-2-(4-Amino-5-(pyrimidin-5-ylethynyl)-7H-pyrrolo[2,3-d]pyrimidin-7-yl)-5-((((3-methyl-5-phenylisoxazol-4-yl)methyl)thio)methyl)tetrahydrofuran-3,4-diol NC=1C2=C(N=CN1)N(C=C2C#CC=2C=NC=NC2)[C@@H]2O[C@@H]([C@H]([C@H]2O)O)CSCC=2C(=NOC2C2=CC=CC=C2)C